(3R,4R)-1-(cyclopropylsulfonyl)-4-((5-fluoro-7-(2,4,5-trifluorophenyl)pyrrolo[2,1-f][1,2,4]triazin-2-yl)amino)piperidin-3-ol C1(CC1)S(=O)(=O)N1C[C@H]([C@@H](CC1)NC1=NN2C(C=N1)=C(C=C2C2=C(C=C(C(=C2)F)F)F)F)O